C1(=CC=CC=C1)[C@H]1[C@@H](CNC1)C(=O)NC1=CC(=CC=C1)OC=1C=NC(=CC1)C(F)(F)F |r| (±)-trans-4-phenyl-N-(3-{[6-(trifluoromethyl)pyridin-3-yl]Oxy}phenyl)Pyrrolidine-3-carboxamide